FC(C1=CC=CC=2N1N=C(C2)[C@@H]2N(CCC1=C2N=CN1)C(=O)C=1OC(=NN1)C1=C(C=NN1C)C)F (R)-(4-(7-(difluoromethyl)pyrazolo[1,5-a]pyridin-2-yl)-6,7-dihydro-1H-imidazo[4,5-c]pyridin-5(4H)-yl)(5-(1,4-dimethyl-1H-pyrazol-5-yl)-1,3,4-oxadiazol-2-yl)methanone